S(=O)(=O)(O)SC[C@H](N)C(=O)O S-Sulfocystein